2-methoxy-N-((2R)-1-oxo-3-phenyl-1-(6-(pyridin-3-yl)-5,6-dihydropyridin-1(2H)-yl)propan-2-yl)benzamide COC1=C(C(=O)N[C@@H](C(N2CC=CCC2C=2C=NC=CC2)=O)CC2=CC=CC=C2)C=CC=C1